2,2,2-Trifluoroethyl 2-oxo-2-[rac-(5S)-5-methyl-2-(1-methylindazol-4-yl)-1-piperidyl]acetate O=C(C(=O)OCC(F)(F)F)N1C(CC[C@@H](C1)C)C1=C2C=NN(C2=CC=C1)C |r|